3-hydroxy-2-pyrone OC=1C(OC=CC1)=O